tert-butyl 4-{5-[6-(methoxymethoxy)-2-methylindazol-5-yl]thieno[2,3-c]pyrazol-2-yl}piperidine-1-carboxylate COCOC=1C(=CC2=CN(N=C2C1)C)C1=CC=2C(=NN(C2)C2CCN(CC2)C(=O)OC(C)(C)C)S1